OC1=C(C(=O)C2=C(C(=O)O)C=CC(=C2)C(=O)O)C=C(C(=C1)O)CC 2-(2,4-dihydroxy-5-ethylbenzoyl)terephthalic acid